methyl (E)-7-aminohept-2-enoate NCCCC/C=C/C(=O)OC